Methyl ((2-(4-((2-(tert-butyl)-1H-imidazol-1-yl)methyl)phenyl)-5-isobutylthiophen-3-yl)sulfonyl)carbamate C(C)(C)(C)C=1N(C=CN1)CC1=CC=C(C=C1)C=1SC(=CC1S(=O)(=O)NC(OC)=O)CC(C)C